N1C=NC2=C1C=CC(=C2)N2C(OC[C@@H]2CCC2=CC=CC=C2)=O (S)-3-(1H-Benzo[d]imidazol-5-yl)-4-phenethyloxazolidin-2-on